2-aminonicotinic acid hydrochloride Cl.NC1=C(C(=O)O)C=CC=N1